N1C(=NC2=C1C=CC=C2)C(=O)N 1H-benzimidazole-2-carboxamide